C(C)N1C(=NN(C1=O)C=1C=C2C(=CN(C(C2=CC1F)=O)C1=C(C=CC=C1C)F)C(C)C)CO 6-(4-Ethyl-3-(hydroxymethyl)-5-oxo-4,5-dihydro-1H-1,2,4-triazol-1-yl)-7-fluoro-2-(2-fluoro-6-methylphenyl)-4-isopropylisoquinolin-1(2H)-one